9-(2-Aminoethyl)-6-chloro-N-(3,4-dichlorophenyl)-9H-carbazol-2-amine NCCN1C2=CC=C(C=C2C=2C=CC(=CC12)NC1=CC(=C(C=C1)Cl)Cl)Cl